FC1=CC=C(C=C1)NC(=O)C1(CCC1)C=1C=C2CCCN(C2=CC1)C(=O)C1=CC(=NN1)C(F)(F)F N-(4-Fluorophenyl)-1-{1-[3-(trifluoromethyl)-1H-pyrazol-5-carbonyl]-1,2,3,4-tetrahydrochinolin-6-yl}cyclobutan-1-carboxamid